FC1=CC=C(C=C1)C1=NNC=C1C=C1C(N(C(S1)=N)C=1SC=CN1)=O 5-((3-(4-fluorophenyl)-1H-pyrazol-4-yl)methylene)-2-imino-3-(thiazol-2-yl)thiazolidin-4-one